4-bromo-2-chloro-1-[ethoxy(propylthio)phosphoryl]oxybenzene BrC1=CC(=C(C=C1)OP(=O)(SCCC)OCC)Cl